COC(CN1C(C2=CC=C(C=C2C2(CC2)C1)C(F)(F)F)=O)=O.FS(=O)(=O)C(C[N+]1=C(NC=C1)C)S(=O)(=O)F bis(fluorosulfonyl)Ethylmethylimidazolium methyl-2-[1-oxo-6-(trifluoromethyl)spiro[3H-isoquinoline-4,1'-cyclopropane]-2-yl]acetate